1-(5-(8-amino-5-ethyl-3-methylimidazo[1,5-a]pyrazin-1-yl)-4-fluoroindolin-1-yl)-2-(6-methylpyridin-2-yl)ethanone NC=1C=2N(C(=CN1)CC)C(=NC2C=2C(=C1CCN(C1=CC2)C(CC2=NC(=CC=C2)C)=O)F)C